8-chloro-2-[2-[(3S)-pyrrolidin-3-yl]oxy-4-(trifluoromethyl)phenyl]chromen-4-one ClC=1C=CC=C2C(C=C(OC12)C1=C(C=C(C=C1)C(F)(F)F)O[C@@H]1CNCC1)=O